3-(((2,6-dimethoxy-4-(2-methyl-1-oxo-1,2-dihydro-2,7-naphthyridin-4-yl)benzyl)(methyl)amino)methyl)bicyclo[1.1.1]pentane-1-carboxylic acid COC1=C(CN(C)CC23CC(C2)(C3)C(=O)O)C(=CC(=C1)C1=CN(C(C3=CN=CC=C13)=O)C)OC